C(C)(=O)OC1=C(C(=NC2=C(C=C(C=C12)C(C)(C)C)F)C)C [6-(1,1-Dimethylethyl)-8-fluoro-2,3-dimethylquinolin-4-yl] acetate